C(C1=CC=CC=C1)OC(=O)N1C(C(N(CC1)C=1N=C2N(C=C(C=C2)C(NC)=O)C1)=O)CCC(=O)O 3-[1-benzyloxycarbonyl-4-[6-(methylcarbamoyl)imidazo[1,2-a]pyridin-2-yl]-3-oxo-piperazin-2-yl]propanoic acid